3-(4,5-Dichloro-2-fluorobenzamido)pyridine 1-oxide ClC1=CC(=C(C(=O)NC=2C=[N+](C=CC2)[O-])C=C1Cl)F